O1C=C(C=C1)C(C(=O)O)O 2-(FURAN-3-YL)-2-HYDROXYACETIC ACID